benzyl (S)-7-(4-fluorobenzyl)-2-methyl-6-(piperidinecarbonyl)-2,3-dihydro-1H-pyrido[2,3-b][1,4]oxazine-1-carboxylate FC1=CC=C(CC2=CC3=C(OC[C@@H](N3C(=O)OCC3=CC=CC=C3)C)N=C2C(=O)N2CCCCC2)C=C1